7-(2-amino-4,6-difluorophenyl)-6-chloro-1-(2-isopropyl-4-methylpyridin-3-yl)-2-oxo-1,2-dihydroquinoline-3-carbonitrile NC1=C(C(=CC(=C1)F)F)C1=C(C=C2C=C(C(N(C2=C1)C=1C(=NC=CC1C)C(C)C)=O)C#N)Cl